C(C=CCCCCCC)=O non-2-enal